2-(3-(1-(azetidin-1-yl)-2-methoxyethyl)-1H-1,2,4-triazol-5-yl)-6-chloro-7-fluoro-3-(1H-imidazol-1-yl)-5-methoxy-1-methyl-1H-indole N1(CCC1)C(COC)C1=NNC(=N1)C=1N(C2=C(C(=C(C=C2C1N1C=NC=C1)OC)Cl)F)C